ClC=1C=CC2=C(C(OC(=N2)CC2=CC3=CC=CC=C3C=C2)=O)C1 6-chloro-2-(2-naphthylmethyl)-4H-3,1-benzoxazin-4-one